FC1(CCC(CC1)NC=1N=CC(=NC1C)C(N)=S)F 5-((4,4-difluorocyclohexyl)amino)-6-methylpyrazine-2-carbothioamide